[Si](C)(C)(C(C)(C)C)ON1[C@H]2CC[C@H](N(C1=O)C2)C(=O)N |&1:9| (2S,SR)-6-tert-butyldimethylsilyloxy-7-oxo-1,6-diazabicyclo[3.2.1]octane-2-carboxamide